1-(4-(aminomethyl)phenyl)-N,N-dimethylmethylamine NCC1=CC=C(C=C1)CN(C)C